[4-(2,2-dioxido-3,4,6,7,8,9-hexahydropyrido[2,1-c][1,2,4]thiadiazin-9-yl)phenyl](phenyl)methanone O=S1(N=C2N(CC1)CCCC2C2=CC=C(C=C2)C(=O)C2=CC=CC=C2)=O